Cl.N1(CCNCC1)C1=NC2=CC=CC=C2C(=N1)N (piperazin-1-yl)quinazolin-4-amine hydrochloride